N-[8-(2-aminoethyl)-6-methyl-imidazo[1,2-a]pyrazin-2-yl]-4-[4-(cyclopropylamino)-1-piperidyl]-2-methyl-indazole-7-carboxamide NCCC=1C=2N(C=C(N1)C)C=C(N2)NC(=O)C2=CC=C(C1=CN(N=C21)C)N2CCC(CC2)NC2CC2